copper oxo-copper O=[Cu].[Cu]